cyclopentadienyl-(2-methylcyclopentadienyl)hafnium dichloride [Cl-].[Cl-].C1(C=CC=C1)[Hf+2]C1C(=CC=C1)C